C(C)(C)(C)OC(NCC1=NNC(C2=CC=C(C=C12)N1CC2(C=C1)C(NC1=C(C=CC=C12)OC1CC1)=O)=O)=O ((7-(7-cyclopropoxy-2-oxospiro[indolin-3,3'-pyrrole]-1'-yl)-4-oxo-3,4-dihydro-phthalazin-1-yl)methyl)carbamic acid tert-butyl ester